(2R,3R,4S,5R,6R)-4-(4-(4-bromo-2,3-difluorophenyl)-1H-1,2,3-triazol-1-yl)-2-(hydroxymethyl)-5-methoxy-6-((1-(1-methylcyclopropyl)-1H-1,2,3-triazol-4-yl)methyl)tetrahydro-2H-pyran-3-ol BrC1=C(C(=C(C=C1)C=1N=NN(C1)[C@H]1[C@H]([C@H](O[C@@H]([C@@H]1OC)CC=1N=NN(C1)C1(CC1)C)CO)O)F)F